C(C)NC(C1=NC(=C(C=C1)N1CCN(CC1)CC1=CC(=C2C(N(C(NC2=C1)=O)C)=O)F)C)=O N-ethyl-5-(4-((5-fluoro-3-methyl-2,4-dioxo-1,2,3,4-tetrahydroquinazolin-7-yl)methyl)piperazin-1-yl)-6-methylpicolinamide